ClC=1C=C2C(=CN1)N(C=C2C2=NC(=CC=C2)[C@H](CCCl)C#N)C2CC(C2)C#N (1s,3s)-3-(5-chloro-3-(6-(1-cyanochloropropyl)pyridin-2-yl)-1H-pyrrolo[2,3-c]pyridin-1-yl)cyclobutane-1-carbonitrile